ClC=1C=C(C=CC1)S(=O)(=O)N1C2CN(C(C1)C2)C2=NC1=CC=CC=C1C(=N2)NC2=NNC(=C2)C2CC2 2-(5-((3-chlorophenyl)sulfonyl)-2,5-diazabicyclo[2.2.1]heptan-2-yl)-N-(5-cyclopropyl-1H-pyrazol-3-yl)quinazolin-4-amine